Methyl-{2-[(4-{N-[(7S)-4-fluorobicyclo[4.2.0]octa-1,3,5-trien-7-yl]-N'-hydroxycarbamimidoyl}-1,2,5-oxadiazol-3-yl)oxy]ethyl}carbamat COC(NCCOC1=NON=C1C(N[C@@H]1C2=CC(=CC=C2C1)F)=NO)=O